ClC=1C=C(C=CC1)C1=CNC=2N=CN=C(C21)NCCC(C2=CC=CC=C2)C2=CC=CC=C2 5-(3-chlorophenyl)-N-(3,3-diphenylpropyl)-7H-pyrrolo[2,3-d]pyrimidin-4-amine